C(C1=CC=CC=C1)N(C1CCC(CC1)(O[Si](C)(C)C)C(F)(F)F)CC1=CC=CC=C1 N,N-dibenzyl-4-(trifluoromethyl)-4-[(trimethylsilyl)oxy]cyclohexan-1-amine